C(C(=O)[O-])(=O)[O-].[Cs+].[Rb+] Rubidium cesium oxalate